C(C(=C)C)(=O)OC METHYL METHACRYLATE